FC=1C=C(C=C(C1)F)N1C=C(C2=C1N=CN=C2N2[C@H](CN(CC2)C(=O)OC(C)(C)C)C)N2C(CC2)=O tert-Butyl (S)-4-(7-(3,5-difluorophenyl)-5-(2-oxoazetidin-1-yl)-7H-pyrrolo[2,3-d]pyrimidin-4-yl)-3-methylpiperazine-1-carboxylate